2-imidazolyl-pyridine N1C(=NC=C1)C1=NC=CC=C1